C(C)(C)N1C2=NC=NC(=C2NC1=O)NCC1=CC=C(C=C1)OC 9-isopropyl-6-((4-methoxybenzyl)amino)-7H-purin-8(9H)-one